4-(1-hydroxyphenylmethylene)-5-methyl-2-benzyl-2,4-dihydro-3-pyrazolone OC1(CC=CC=C1)C=C1C(N(N=C1C)CC1=CC=CC=C1)=O